(3,6-difluoro-2-methylphenyl)boronic acid FC=1C(=C(C(=CC1)F)B(O)O)C